4-(trifluoromethoxy)benzyl 4-(((ethyl(methyl)amino)methylene)amino)-2,5-dimethylbenzoate C(C)N(C)C=NC1=CC(=C(C(=O)OCC2=CC=C(C=C2)OC(F)(F)F)C=C1C)C